4-(4-(benzofuran-7-yl)thiophen-2-yl)-4-oxobutanoic acid O1C=CC2=C1C(=CC=C2)C=2C=C(SC2)C(CCC(=O)O)=O